1-(3-((2-((3-Methyl-1-(1-methyl-d3-piperidin-4-yl)-1H-pyrazol-4-yl)amino)-5-(trifluoromethyl)pyrimidin-4-yl)amino)propyl)azepan-2-on CC1=NN(C=C1NC1=NC=C(C(=N1)NCCCN1C(CCCCC1)=O)C(F)(F)F)C1CCN(CC1)C([2H])([2H])[2H]